O=C1NC(CCC1N1C(N(C2=C1C=CC=C2COCCC=O)C)=O)=O 3-[[1-(2,6-dioxopiperidin-3-yl)-3-methyl-2-oxo-1,3-benzodiazol-4-yl]methoxy]propan-al